COC(C(=C1CCC2(OCCO2)CC1)NC(=O)OCC1=CC=CC=C1)=O 2-(((Benzyloxy)carbonyl)amino)-2-(1,4-dioxaspiro[4.5]dec-8-ylidene)acetic acid methyl ester